C(C1=CC=CC=C1)C1CC(=NO1)COCC1=NC(=CC=C1)C 5-benzyl-3-(((6-methylpyridin-2-yl)methoxy)methyl)-4,5-dihydroisoxazole